ClC=1C=CC(=C(C1)NC(C(=O)O)=O)C(NC)=O 2-((5-chloro-2-(methylcarbamoyl)phenyl)amino)-2-oxoacetic acid